ClC1=C(C=C(C=C1)F)[C@H]1C=2N(CC(N1)=O)C(=NC2NC(C2=CC(=CC(=C2)C(F)(F)F)F)=O)C2=CC=NN2 (S)-N-(8-(2-chloro-5-fluorophenyl)-6-oxo-3-(1H-pyrazol-5-yl)-5,6,7,8-tetrahydroimidazo[1,5-a]pyrazin-1-yl)-3-fluoro-5-(trifluoromethyl)benzamide